C(C)(C)(C)OC(=O)NCCC(=O)OCN1C(N(C2=C(C1=O)NC=C2)CCOC(C)C)=S {4-Oxo-1-[2-(propan-2-yloxy)ethyl]-2-sulfanylidene-1H,2H,3H,4H,5H-pyrrolo[3,2-d]pyrimidin-yl}methyl 3-{[{tert-butoxy}carbonyl]amino}propanoate